((2R,3S,4R,5R)-5-(4-Aminopyrrolo[2,1-f][1,2,4]triazin-7-yl)-5-cyano-3,4-dihydroxytetrahydrofuran-2-yl) methylcyclobutyl carbonate C(O[C@H]1O[C@@]([C@@H]([C@@H]1O)O)(C#N)C1=CC=C2C(=NC=NN21)N)(OC2(CCC2)C)=O